(S)-2-(4-([1,2,4]triazolo[4,3-a]pyrazine-6-carbonyl)-3,3-dimethylpiperazin-1-yl)-N-(5-(2,4-difluorophenoxy)pyrazin-2-yl)propanamide N=1N=CN2C1C=NC(=C2)C(=O)N2C(CN(CC2)[C@H](C(=O)NC2=NC=C(N=C2)OC2=C(C=C(C=C2)F)F)C)(C)C